CC(C)CCC[C@@H](C)[C@H]1CC[C@H]2[C@@H]3CC4C5(C[C@@H]([OH+][S-])CC[C@]5(C)[C@H]3CC[C@]12C)S4 cholesterol-disulfide